O1C(=CC=C1)C1=C(CN2CCN(CC2)CC=2C=C3CN(C(C3=CC2)=O)C2CNCCC2)C=CC=C1 3-(5-((4-(2-(furan-2-yl)benzyl)piperazin-1-yl)methyl)-1-oxoisoindolin-2-yl)piperidine